C(#N)C1=CC=2N(N=C1)C(=CC2)C2=CC(=C(C=N2)C2=NN=CS2)NC(C)C 5-(6-(3-cyanopyrrolo[1,2-b]pyridazin-7-yl)-4-(isopropyl-amino)pyridin-3-yl)-1,3,4-thiadiazol